4-bromo-3-fluorobenzene-1-sulfonamide BrC1=C(C=C(C=C1)S(=O)(=O)N)F